NC1=CC=CC(=N1)S(=O)(=O)NC(=O)C=1C(=NC(=CC1)C1=NC(=CN=C1)OCC(C)C)N1C(C[C@@H](C1)C)(C)C N-[(6-Amino-2-pyridyl)sulfonyl]-6-(6-isobutoxypyrazin-2-yl)-2-[(4S)-2,2,4-trimethylpyrrolidin-1-yl]pyridin-3-carboxamid